CN1N=CC(=C1C1=NC(=NC=C1F)N1CCC(CC1)C(=O)N(CC=1C=NN(C1)C)O)C 1-(4-(1,4-dimethyl-1H-pyrazol-5-yl)-5-fluoropyrimidin-2-yl)-N-hydroxy-N-((1-methyl-1H-pyrazol-4-yl)methyl)piperidine-4-carboxamide